N-(4-Chloro-5-iodo-7h-pyrrolo[2,3-d]pyrimidin-2-yl)-2,2-dimethylpropionamide CC(C)(C)C(=O)NC1=NC2=C(C(=CN2)I)C(=N1)Cl